N=S(=O)(C)CC1CN(C1)C(=O)OC(C)(C)C tert-butyl 3-{[imino(methyl)oxo-λ6-sulfanyl]methyl}azetidine-1-carboxylate